ClC1=CC=C(C=C1)NC(=O)C1CC(CN(C1)C(C1=CC(=CC=C1)C=1OC=CC1)=O)NC(OC1=CC=CC=C1)=O phenyl (5-((4-chlorophenyl)carbamoyl)-1-(3-(furan-2-yl)benzoyl)piperidin-3-yl)carbamate